NC1=NC=CC2=CC=C(C=C12)C=1C=C2C(CC3(CCN(CC3)C(=O)OC(C)C)C2=CC1)OC1=C(C=CC=C1)CC(=O)O 2-(2-((5-(1-aminoisoquinolin-7-yl)-1'-(isopropoxycarbonyl)-2,3-dihydrospiro[inden-1,4'-piperidin]-3-yl)oxy)phenyl)acetic acid